CCCS(=O)(=O)NC1CC(C1)N(C)C2=NC=NC3=C2C=CN3 N-((1S,3S)-3-(methyl(7H-pyrrolo[2,3-d]pyrimidin-4-yl)amino)cyclobutyl)propane-1-sulfonamide